ClC1=C(C(=NC(=N1)SC)N1[C@H](CN(CC1)C(=O)OC(C)(C)C)C)CNC1=C(C=CC=C1OC)F Tert-butyl (S)-4-(6-chloro-5-(((2-fluoro-6-methoxyphenyl) amino) methyl)-2-(methylthio) pyrimidin-4-yl)-3-methylpiperazine-1-carboxylate